N-[3-(1H-benzo[d]imidazol-2-yl)phenyl]-4-(pyrimidin-5-yl)aniline N1C(=NC2=C1C=CC=C2)C=2C=C(C=CC2)NC2=CC=C(C=C2)C=2C=NC=NC2